N1=CN=CC=2C1=CC(NC2)=O pyrido[4,3-d]pyrimidine-7-one